C1=NC(=CN2N=C3C=CC=CC3=C21)C(=O)O pyrazino[1,2-b]indazole-3-carboxylic acid